ClC1=C(C=C(C=C1)Cl)C(CCO)O 1-(2,5-dichlorophenyl)propane-1,3-diol